N-(2-(1-(2-(2,6-dioxopiperidin-3-yl)benzyl)piperidin-4-yl)-6-methoxy-2H-indazol-5-yl)-6-(trifluoromethyl)nicotinamide O=C1NC(CCC1C1=C(CN2CCC(CC2)N2N=C3C=C(C(=CC3=C2)NC(C2=CN=C(C=C2)C(F)(F)F)=O)OC)C=CC=C1)=O